(R)-(1-Azidoethyl)benzene N(=[N+]=[N-])[C@H](C)C1=CC=CC=C1